N-ethyl-N-(3-sulfopropyl)-3-methoxyaniline CCN(CCCS(=O)(=O)O)C1=CC(=CC=C1)OC.[Na]